NC1=C(COC2=CC(=C(CN[C@@H](CO)C(=O)O)C=C2Cl)OCC=2C=NC=C(C2)C#N)C=CC=C1C1=C2C=NN(C2=CC=C1)CCCCN1C[C@@H](CC1)O (4-((2-amino-3-(1-(4-((R)-3-hydroxypyrrolidin-1-yl)butyl)-1H-indazol-4-yl)benzyl)oxy)-5-chloro-2-((5-cyanopyridin-3-yl)methoxy)benzyl)-L-serine